COC=1C=C(C=CC1OC)C1=C(C=C(C=N1)N)C=1N=NN(N1)C(C1=CC=CC=C1)(C1=CC=CC=C1)C1=CC=CC=C1 6-(3,4-dimethoxyphenyl)-5-(2-trityl-2H-tetrazol-5-yl)pyridin-3-amine